C(#N)C(C)C1=CC(=NC(=N1)C(C)(F)F)N1CC2(C=3C=NC(=CC31)NC(C)=O)CC2 N-(1'-(6-(1-cyanoethyl)-2-(1,1-difluoroethyl)pyrimidin-4-yl)-1',2'-dihydrospiro[cyclopropan-1,3'-pyrrolo[3,2-c]pyridin]-6'-yl)acetamide